ClC=1C(=NC(=CC1)Cl)Cl 3,6-dichloropyridyl chloride